C(C)(=O)NC=1C(=C(SC1)C(=O)O)C(=O)O 4-(acetylamino)-2,3-thiophenedicarboxylic acid